CC1=CC=CC2=C1C(=C1C(=NN3C(C1=C2)=C(C(=C3C)C(=O)O)C(=O)O)N3CCCC3)C dimethyl-3-methyl-6-(pyrrolidin-1-yl)benzo[g]pyrrolo[2,1-a]-phthalazine-1,2-dicarboxylic acid